N,N',N''-{1,5,9-triazacyclododecane-1,5,9-triyltris[methylene(2-hydroxy-5-methyl-3,1-phenylene)]}tris(2,3-dihydroxypropanamide) N1(CCCN(CCCN(CCC1)CC=1C(=C(C=C(C1)C)NC(C(CO)O)=O)O)CC=1C(=C(C=C(C1)C)NC(C(CO)O)=O)O)CC=1C(=C(C=C(C1)C)NC(C(CO)O)=O)O